(4-(((tert-butoxycarbonyl)amino)methyl)piperidin-1-yl)nonanoic acid methyl ester COC(C(CCCCCCC)N1CCC(CC1)CNC(=O)OC(C)(C)C)=O